N-[3-(2-furyl)acryloyl]-L-phenylalanine O1C(=CC=C1)C=CC(=O)N[C@@H](CC1=CC=CC=C1)C(=O)O